FC(C1=CC=C(C=C1)N1CC(=CC=C1)C#N)(F)F (4-(trifluoromethyl)phenyl)-1,2-dihydropyridine-3-carbonitrile